6-[5-({[2-(methanesulfonyl)ethyl]amino}methyl)-2-furyl]-4-quinazolinamine CS(=O)(=O)CCNCC1=CC=C(O1)C=1C=C2C(=NC=NC2=CC1)N